CC1(CCOCC1)NC1=NC=C(C(=N1)NC1CCC(CC1)C(=O)N)[N+](=O)[O-] (1R,4R)-4-((2-((4-methyltetrahydro-2H-pyran-4-yl)amino)-5-nitropyrimidin-4-yl)amino)cyclohexane-1-carboxamide